N-(1-(2-oxo-2,3-dihydro-1H-benzo[d]imidazole-5-carbonyl)piperidin-4-yl)acetamide O=C1NC2=C(N1)C=CC(=C2)C(=O)N2CCC(CC2)NC(C)=O